CC(COC1=CC=C(C=C1)N=NC1=CC=C(C=C1)C)CC 1-(4-(2-Methylbutoxy)phenyl)-2-(p-tolyl)diazene